C(C)OC1=C(C=CC=C1)C=1C=C2C(=NC1)NC(N2CC2=CC=C(C=C2)F)=O 6-(2-ethoxyphenyl)-1-[(4-fluorophenyl)methyl]-3H-imidazo[4,5-b]pyridin-2-one